C(C)O[C@H]1C[C@@H](N(CC1)CC1=C2C=CN(C2=C(C=C1OC)C)C(=O)OC(C)(C)C)C1=C(C=C(C=C1)C(=O)OC)NC tert-butyl 4-{[(2R,4R)-4-ethoxy-2-[4-(methoxycarbonyl)-2-(methylamino)phenyl]piperidin-1-yl]methyl}-5-methoxy-7-methylindole-1-carboxylate